7-methoxy-3-(6-(methyl(2,2,6,6-tetramethylpiperidin-4-yl)amino)pyridazin-3-yl)naphthalen-2-ol COC1=CC=C2C=C(C(=CC2=C1)O)C=1N=NC(=CC1)N(C1CC(NC(C1)(C)C)(C)C)C